6-bromo-3-cyclopropylimidazo[1,5-a]pyridine BrC=1C=CC=2N(C1)C(=NC2)C2CC2